BrCC1(CCN(CC1)C(=O)OC(C)(C)C)C tert-butyl 4-(bromomethyl)-4-methyl-piperidine-1-carboxylate